1-(4-(tert-butyl)phenyl)-5-methyl-3-(pyrrolidin-1-ylmethyl)-1H-1,2,4-triazole C(C)(C)(C)C1=CC=C(C=C1)N1N=C(N=C1C)CN1CCCC1